ethyl 2,2'-thiobis[3-(3,5-di-butyl-4-hydroxyphenyl) propionate] S(C(C(=O)[O-])CC1=CC(=C(C(=C1)CCCC)O)CCCC)C(C(=O)OCC)CC1=CC(=C(C(=C1)CCCC)O)CCCC